[N-](S(=O)(=O)C(F)(F)F)S(=O)(=O)C(F)(F)F.C(CCC)C=1NC=CN1 butylimidazole bistrifluoromethanesulfonimide salt